CC1(OB(OC1(C)C)C=1C=CC(=NC1)NC(C)=O)C N-(5-(4,4,5,5-tetramethyl-1,3,2-dioxaborolan-2-yl)pyridin-2-yl)acetamide